CC1=C(C2=C(N=C(N=C2)NC2=CC=C(C=C2)N2CCN(CC2)C)N(C1=O)C1=CC=CC=C1)C#C[Si](C(C)C)(C(C)C)C(C)C 6-methyl-2-{[4-(4-methylpiperazin-1-yl)phenyl]amino}-8-phenyl-5-[2-(triisopropylsilyl)ethynyl]pyrido[2,3-d]pyrimidin-7-one